CN1N=C(C=C1)NC(N)=O 3-(1-methyl-1H-pyrazol-3-yl)urea